3-[4-(bromo-methyl)phenyl]piperidine-2,6-dione BrCC1=CC=C(C=C1)C1C(NC(CC1)=O)=O